ClC1=C(C2=C(OCO2)C=C1)NC1=NC=NC2=CC(=CC(=C12)OC1CCOCC1)OCCN1CCN(CC1)C N-(5-chloro-1,3-benzodioxol-4-yl)-7-[2-(4-methylpiperazin-1-yl)ethoxy]-5-(oxan-4-yloxy)quinazolin-4-amine